N-[(4,5-difluoro-1H-benzimidazol-2-yl)methyl]-2-(methylsulfanyl)-8-(trifluoromethyl)pyrazolo[1,5-a][1,3,5]triazin-4-amine FC1=C(C=CC=2NC(=NC21)CNC2=NC(=NC=1N2N=CC1C(F)(F)F)SC)F